1-[2-(5-Fluoroindol-1-yl)ethyl]-3-methyl-pyrrolidin-3-ol fumarate C(\C=C\C(=O)O)(=O)O.FC=1C=C2C=CN(C2=CC1)CCN1CC(CC1)(O)C